(R)-5-(hydroxymethyl)-2-(3'-(3-((3-hydroxypyrrolidin-1-yl)methyl)-1,7-naphthyridin-8-ylamino)-2,2'-dimethylbiphenyl-3-yl)benzo[d]oxazole-7-carbonitrile OCC=1C=C(C2=C(N=C(O2)C=2C(=C(C=CC2)C2=C(C(=CC=C2)NC=2N=CC=C3C=C(C=NC23)CN2C[C@@H](CC2)O)C)C)C1)C#N